P(O)(O)N.C(C1=CC=CC=C1)(=O)O[C@@H](CC#CC=1C=C(NC1)C=O)COC(C1=CC=CC=C1)=O (S)-4-(4,5-dibenzoyloxy-pent-1-yn-1-yl)-1H-pyrrole-2-carbaldehyde phosphoramidite